C(C1=CC=CC=C1)N(C1CCC(CC1)OC(F)F)CC1=CC=CC=C1 N,N-dibenzyl-4-(difluoromethoxy)cyclohexane-1-amine